4-(4-(4-(2-(methacryloxy)ethoxy)-4-oxobutanoyl)piperazin-1-yl)phenyl-3H,13H-indeno[2',3':3,4]naphtho[1,2-b]pyran C(C(=C)C)(=O)OCCOC(CCC(=O)N1CCN(CC1)C1=CC=C(C=C1)C=1C2=C(OCC1)C=1C=CC=CC1C1=C2CC2=CC=CC=C21)=O